C(C=C)[C@H]1[C@@H](N(C(C1)=O)C(=O)OC(C)(C)C)CO[Si](C1=CC=CC=C1)(C1=CC=CC=C1)C(C)(C)C tert-Butyl (2R,3R)-3-allyl-2-[[tert-butyl(diphenyl)silyl]oxymethyl]-5-oxo-pyrrolidine-1-carboxylate